3-(isopropylamino)propan-1-ol C(C)(C)NCCCO